C1CCC12CN(CC2)CC=2NC1=CC(=CC=C1C2)CN2N=NC(=C2)C2=C1C=NNC1=CC(=C2)N2CC2 4-(1-((2-((6-azaspiro[3.4]octan-6-yl)methyl)-1H-indole-6-yl)methyl)-1H-1,2,3-triazol-4-yl)-6-(aziridin-1-yl)-1H-indazole